4-(3-fluoropiperidin-1-yl)-N-(pyridin-4-ylmethyl)-benzenesulfonamide FC1CN(CCC1)C1=CC=C(C=C1)S(=O)(=O)NCC1=CC=NC=C1